1-(6-tert-butylpyridin-2-yl)-2-(2-methoxyethyl)-6-(methylthio)-1H-pyrazolo[3,4-d]pyrimidin-3(2H)-one C(C)(C)(C)C1=CC=CC(=N1)N1N(C(C=2C1=NC(=NC2)SC)=O)CCOC